(1-(tetrahydrofuran-3-yl)-1H-pyrazol-4-yl)-5-(thiophen-2-yl)isoxazole-3-carboxamide O1CC(CC1)N1N=CC(=C1)C=1C(=NOC1C=1SC=CC1)C(=O)N